NC1=C(C(=CC=C1)N)C 2,6-diamino-1-methylbenzene